C1N(CC12COCC2)CCC=O 3-{6-oxa-2-azaspiro[3.4]octan-2-yl}propan-1-one